2-amino-4-((1-hydroxyhexan-3-yl)amino)-6-(4-(4-methylpiperazine-1-carbonyl)benzyl)pyrido[4,3-d]pyrimidin-5(6H)-one NC=1N=C(C2=C(N1)C=CN(C2=O)CC2=CC=C(C=C2)C(=O)N2CCN(CC2)C)NC(CCO)CCC